phosphocarbonate C(=O)(OP(=O)=O)OP(=O)=O